(S)-6-(((1-cyclopropyl-5-fluoro-1H-1,2,3-triazol-4-yl)(6-fluoro-2-methylpyridin-3-yl)methyl)amino)-4-(neopentylamino)quinoline-3,8-dicarbonitrile C1(CC1)N1N=NC(=C1F)[C@H](C=1C(=NC(=CC1)F)C)NC=1C=C2C(=C(C=NC2=C(C1)C#N)C#N)NCC(C)(C)C